[5-[3-chloro-6-fluoro-2-[2-(3-methylbenzotriazol-5-yl)ethyl]phenyl]-1,3-dimethyl-6-oxo-pyridazin-4-yl] 2-methylpropanoate CC(C(=O)OC=1C(=NN(C(C1C1=C(C(=CC=C1F)Cl)CCC1=CC2=C(N=NN2C)C=C1)=O)C)C)C